FC1=C(C(=CC=C1C1=NN(C2=C1C=NC(=C2)N2CCOC1(CCC1)C2)C)F)O 2,6-Difluoro-3-(1-methyl-6-(5-oxa-8-azaspiro[3.5]nonan-8-yl)-1H-pyrazolo[4,3-c]pyridin-3-yl)phenol